C1(=CC=CC=C1)C(CC(C(=O)OCC)=O)=O ethyl 4-phenyl-2,4-dioxobutyrate